(2-chloro-5-fluorophenyl)(2,4-dibromo-3-methoxy-6-nitrophenyl)methanol ClC1=C(C=C(C=C1)F)C(O)C1=C(C(=C(C=C1[N+](=O)[O-])Br)OC)Br